BrC1=CSC2=C1N=CN=C2C2=C(C=CC(=C2)Cl)OC 7-bromo-4-(5-chloro-2-methoxyphenyl)thieno[3,2-d]pyrimidine